8-((4-(3-chlorophenyl)piperidin-1-yl-2,2,6,6-d4)methyl-d2)-3,9-dihydroxybenzo[5,6]oxazepin ClC=1C=C(C=CC1)C1CC(N(C(C1)([2H])[2H])C(C1=C(C2=C(C=CC(=NO2)O)C=C1)O)([2H])[2H])([2H])[2H]